1-(3-(4-((3,4-dichloro-2-fluorophenyl)amino)-7-methoxyquinazolin-6-yl)piperidin-1-yl)prop-2-en-1-one ClC=1C(=C(C=CC1Cl)NC1=NC=NC2=CC(=C(C=C12)C1CN(CCC1)C(C=C)=O)OC)F